C(#CCC(CC)C(=O)[O-])C(=O)[O-] hexyne-1,4-dicarboxylate